F[C@H]1[C@H](CCNC12CCC2)N2C=CC1=C2N=NC(=C1)C=1C(=CC2=C(N=C(S2)C)C1)O 5-{7-[(8s,9s)-9-fluoro-5-azaspiro[3.5]nonan-8-yl]-7H-pyrrolo[2,3-c]pyridazin-3-yl}-2-methyl-1,3-benzothiazol-6-ol